NC1=C2N=CN(C2=NC=N1)[C@@H]1O[C@@H]([C@H]([C@@H]1O)O)CO (2R,3S,4S,5R)-2-(6-amino-9H-purin-9-yl)-5-(hydroxymethyl)tetrahydrofuran-3,4-diol